1-((5-fluoro-2-(isopropylamino)pyridin-4-yl)methyl)-5,5-dimethyl-3-(4-((trifluoromethyl)thio)phenyl)imidazolidine-2,4-dione FC=1C(=CC(=NC1)NC(C)C)CN1C(N(C(C1(C)C)=O)C1=CC=C(C=C1)SC(F)(F)F)=O